(R)-1-(2-chloropyridin-3-yl)ethyl (4-(5-(bicyclo[1.1.1]pentane-1-carboxamido)pyridin-2-yl)-1-methyl-1H-1,2,3-triazol-5-yl)carbamate C12(CC(C1)C2)C(=O)NC=2C=CC(=NC2)C=2N=NN(C2NC(O[C@H](C)C=2C(=NC=CC2)Cl)=O)C